CN1C=CC2=CC(=CC=C12)NC(=O)NC=1C=NC=CC1 N-(1-Methyl-1H-indol-5-yl)-N'-3-pyridinylurea